5-(4-methoxyphenyl)pyridin-3-ol COC1=CC=C(C=C1)C=1C=C(C=NC1)O